Cl.C(C1=CC=CC=C1)N1CCC(CC1)CN1N=CC=C(C1=O)C1=CC=C(C=C1)O 2-[(1-Benzylpiperidin-4-yl)methyl]-4-(4-hydroxyphenyl)-2,3-dihydropyridazin-3-on Hydrochlorid